N6-benzoyl-5'-O-(4,4-dimethoxytrityloxy)-2'-O-methyladenosine C(C1=CC=CC=C1)(=O)NC=1C=2N=CN([C@H]3[C@H](OC)[C@H](O)[C@@H](COOC(C4=CCC(C=C4)(OC)OC)(C4=CC=CC=C4)C4=CC=CC=C4)O3)C2N=CN1